tert-butyl 2-[[3-chloro-5-[[2-(2,6-dioxo-3-piperidyl)-4-fluoro-1-oxo-isoindolin-5-yl] methylcarbamoylamino]phenoxy] methyl]prop-2-enoate ClC=1C=C(OCC(C(=O)OC(C)(C)C)=C)C=C(C1)NC(NCC=1C(=C2CN(C(C2=CC1)=O)C1C(NC(CC1)=O)=O)F)=O